C(N(C([SH-]CCCC)=S)CCCC)N(C([SH-]CCCC)=S)CCCC methylenebis(dibutyldithiocarbamate)